N-(2-methoxy-5-(3-(trifluoromethoxy)phenoxy)phenyl)-1-methyl-5-oxo-pyrrolidine-2-carboxamide COC1=C(C=C(C=C1)OC1=CC(=CC=C1)OC(F)(F)F)NC(=O)C1N(C(CC1)=O)C